N1CCC(CC1)C1=CC=C(C#N)C=C1 4-(piperidin-4-yl)benzonitrile